N-(2-methoxy-5-(4-(4-((6-(trifluoromethyl)pyridazin-3-yl)oxy)phenyl)piperidine-1-carbonyl)-phenyl)-1-phenylmethanesulfonamide COC1=C(C=C(C=C1)C(=O)N1CCC(CC1)C1=CC=C(C=C1)OC=1N=NC(=CC1)C(F)(F)F)NS(=O)(=O)CC1=CC=CC=C1